N1C=NC2=C1C=CC(=C2)N2C([C@@H]([C@@H]2C2=CC(=C(C=C2)C=2C=NN(C2)C(F)(F)F)C)C2CC2)=O (3R,4R)-1-(1H-benzo[d]imidazol-5-yl)-3-cyclopropyl-4-(3-methyl-4-(1-(trifluoromethyl)-1H-pyrazol-4-yl)phenyl)azetidin-2-one